The molecule is an organic heteropentacyclic compound that is 7,12-dihydro-6H-pyrido[1,2-a:3,4-b']diindole substituted by chloro groups at positions 2 and 9, a hydroxy group at position 7, a methoxy group at position 13, a N-methyl carbamyl group at position 7 and an oxo group at position 6 (the 7R stereoisomer). It is isolated from the culture broth of Streptomyces uncialis and exhibits cytotoxicity against human breast cancer MCF- cells. It has a role as an antineoplastic agent. It is an organic heteropentacyclic compound, a lactam, an organochlorine compound, a tertiary alcohol, a cladoniamide and a secondary carboxamide. CNC(=O)[C@@]1(C2=C(C3=C(C4=C(N3C1=O)C=CC(=C4)Cl)OC)NC5=C2C=C(C=C5)Cl)O